N[C@@H](CCCN\C(\N)=N/[H])C(=O)O z-Arginine